6-chloro-N-[5-(cyanomethoxy)-4,6-dimethoxy-pyrimidin-2-yl]-7-pyrazol-1-yl-1H-indole-3-sulfonamide ClC1=CC=C2C(=CNC2=C1N1N=CC=C1)S(=O)(=O)NC1=NC(=C(C(=N1)OC)OCC#N)OC